N-[1-(acetylthiomethyl)-cyclopentylcarbonyl]-(S)-methionine C(C)(=O)SCC1(CCCC1)C(=O)N[C@@H](CCSC)C(=O)O